4-Methoxy-5-(1-methyl-1H-benzo[d][1,2,3]triazol-6-yl)-N-(2-oxaspiro[3.5]nonan-7-yl)-7H-pyrrolo[2,3-d]pyrimidin-2-amine COC=1C2=C(N=C(N1)NC1CCC3(COC3)CC1)NC=C2C=2C=CC1=C(N(N=N1)C)C2